C(CCC)S(=O)(=O)N[C@@H](CC1=CC=C(C=C1)OCCCCC1CCNCC1)C(=O)O N-butylsulfonyl-O-4-(4-piperidyl)butyl-L-tyrosine